4-[(1S,4S,5R)-5-{[4-cyclopropyl-1-(2,6-dimethylphenyl)-1H-pyrazol-5-yl]methoxy}-2-azabicyclo[2.2.1]heptan-2-yl]-2-fluorobenzoic acid C1(CC1)C=1C=NN(C1CO[C@H]1[C@@H]2CN([C@H](C1)C2)C2=CC(=C(C(=O)O)C=C2)F)C2=C(C=CC=C2C)C